2-((trimethylsilyl)ethynyl)-4-formylpyridine C[Si](C)(C)C#CC1=NC=CC(=C1)C=O